N-[[4-imidazol-1-yl-7-[4-(trifluoromethoxy)phenyl]-2,3-dihydrobenzofuran-5-yl]methyl]prop-2-enamide N1(C=NC=C1)C1=C(C=C(C2=C1CCO2)C2=CC=C(C=C2)OC(F)(F)F)CNC(C=C)=O